ClC1=CC=C(C=C1)[C@]1(CC[C@H]2N(CCN(C2)C(=O)C2=C(C(=CC=C2)C2=CC=NN2)Cl)C1)O [(7S,9aR)-7-(4-chlorophenyl)-7-hydroxy-3,4,6,8,9,9a-hexahydro-1H-pyrido[1,2-a]pyrazin-2-yl]-[2-chloro-3-(1H-pyrazol-5-yl)phenyl]methanone